COC=1C=C(C=CC1OC)[C@@H](C)NC(\C=C\C1=CNC2=NC=CC(=C21)C2=CC=CC=C2)=O (R,E)-N-(1-(3,4-dimethoxyphenyl)ethyl)-3-(4-phenyl-1H-pyrrolo[2,3-b]pyridin-3-yl)acrylamide